4-[3-[2,6-Dichloro-4-[(2r,3r)-3-methoxy-2-methylazetidin-1-yl]benzoyl]-2,4-dihydro-1,3-benzoxazin-8-yl]-5-fluoro-2-(3-oxa-8-azabicyclo[3.2.1]oct-8-yl)benzoic acid hydrate O.ClC1=C(C(=O)N2COC3=C(C2)C=CC=C3C3=CC(=C(C(=O)O)C=C3F)N3C2COCC3CC2)C(=CC(=C1)N1[C@@H]([C@@H](C1)OC)C)Cl